C(\C=C\C(=O)O)(=O)O.COCCN(CC[C@@H](C(=O)O)NC1=NC=NC2=CC=CC=C12)CCCCC1=NC=2NCCCC2C=C1 (S)-4-((2-methoxyethyl)(4-(5,6,7,8-tetrahydro-1,8-naphthyridin-2-yl)butyl)amino)-2-(quinazolin-4-ylamino)butanoic acid fumarate